C1(CCCC1)/C=C/C#N (2E)-3-cyclopentylacrylonitrile